CN1N=C(C=C1S(=O)(=O)N1CC2(C1)CC(C2)N2CC1(CCO1)C2)C(F)(F)F 6-(2-((1-Methyl-3-(trifluoromethyl)-1H-pyrazol-5-yl)sulfonyl)-2-azaspiro[3.3]hept-6-yl)-1-oxa-6-azaspiro[3.3]heptane